C(C)(C)(C)OC(=O)N1C2C=C(C(C1)CC2)C=2C=CC(=NC2)Cl 5-(2-chloro-5-pyridinyl)-2-azabicyclo[2.2.2]Oct-5-ene-2-carboxylic acid tert-butyl ester